1-Methyl-5-nitro-1,2-dihydro-3H-indazol-3-one CN1NC(C2=CC(=CC=C12)[N+](=O)[O-])=O